ClC1=C(C=CC=C1)C=1N(C2=NC(=NC(=C2N1)N1CCC(CC1)C(F)(F)F)OCC(C)O)C1=CC=C(C=C1)Cl 1-[8-(2-chlorophenyl)-9-(4-chlorophenyl)-6-[4-(trifluoromethyl)-1-piperidyl]purin-2-yl]oxypropan-2-ol